C(CCCCCC)(=O)OCC([C@H](C[C@H]1C(NCC1)=O)NC([C@H](CC(C)C)NC(C(=O)NC1CCCCC1)=O)=O)=O (S)-3-((S)-2-(2-(cyclohexylamino)-2-oxoacetamido)-4-methyl pentanamido)-2-oxo-4-((S)-2-oxopyrrolidin-3-yl)butyl heptanoate